FC1=CC=C(C=C1)N1N=C(C=C1S(=O)C)C(=O)NC1=CC(=C(C=C1)C)OC=1C=C2C(N(C=NC2=CC1)C)=O 1-(4-fluorophenyl)-N-(4-methyl-3-((3-methyl-4-oxo-3,4-dihydroquinazolin-6-yl)oxy)phenyl)-5-(methylsulfinyl)-1H-pyrazole-3-carboxamide